di-boronIn B1B=CC=CC=CC=C1